O1N=C(C2=C1C=CC=C2)COC=2C=CC(=C1CCN([C@@H](C21)CN2C(CCC2)=O)C(=O)[C@H]2[C@](CCCC2)(C(=O)O)C)Cl (1S,2R)-2-((S)-8-(benzo[d]isoxazol-3-ylmethoxy)-5-chloro-1-((2-oxopyrrolidin-1-yl)methyl)-1,2,3,4-tetrahydroisoquinoline-2-carbonyl)-1-methylcyclohexane-1-carboxylic acid